N-(1-methylpiperidin-4-yl)-4-ethoxybenzylamine CN1CCC(CC1)NCC1=CC=C(C=C1)OCC